O=C1NC(CCC1NC1=CC=C(C=C1)CCCN1CCN(CC1)C(=O)OC(C)(C)C)=O tert-butyl 4-[3-[4-[(2,6-dioxo-3-piperidyl)amino]phenyl]propyl]piperazine-1-carboxylate